ethyl 2-(1-(6-(3-(3-(4-cyanophenyl)ureido)phenyl)pyridin-2-yl)piperidin-4-yl)acetate C(#N)C1=CC=C(C=C1)NC(NC=1C=C(C=CC1)C1=CC=CC(=N1)N1CCC(CC1)CC(=O)OCC)=O